FC(C1=NC=CC=C1NC(=O)[C@@H]1CC12CCN(CC2)C(=O)OC(C(F)(F)F)C(F)(F)F)(F)F |o1:11| 1,1,1,3,3,3-hexafluoropropan-2-yl (R or S)-1-((2-(trifluoromethyl)pyridin-3-yl)carbamoyl)-6-azaspiro[2.5]octane-6-carboxylate